COC1=CC(=CC2=C1C(=NO2)NS(=O)(=O)C2=CC(=C(C=C2)C)C)CN2N=CC=C2 N-{4-methoxy-6-[(1H-pyrazol-1-yl)methyl]-1,2-benzoxazol-3-yl}-3,4-dimethylbenzene-1-sulfonamide